(5-((3-fluorobenzyl)oxy)-2,3-dihydro-1H-inden-1-yl)azetidine-3-carboxylic acid FC=1C=C(COC=2C=C3CCC(C3=CC2)N2CC(C2)C(=O)O)C=CC1